ClC=1C(=C(C(=CC1)C(F)F)C1=CN=CC(=N1)C(=O)NC=1C=NN(C1)CC=1C=NC(=C(C1)OC)N1C([C@@H]2C[C@@H]2C1)=O)F 6-(3-chloro-6-(difluoromethyl)-2-fluorophenyl)-N-(1-((5-methoxy-6-((1r,5s)-2-oxo-3-azabicyclo[3.1.0]hex-3-yl)pyridin-3-yl)methyl)-1H-pyrazol-4-yl)pyrazine-2-carboxamide